1-(2-(isoxazol-3-ylamino)-2-oxoethyl)-1-(2-((2-((2-methoxyethyl)(methyl)carbamoyl)-4-methylthiophen-3-yl)amino)-2-oxoethyl)azepan-1-ium O1N=C(C=C1)NC(C[N+]1(CCCCCC1)CC(=O)NC1=C(SC=C1C)C(N(C)CCOC)=O)=O